C12CN(CC(N1)C2)C=2OC1=C(N2)C=C(C=C1C=1SC=CN1)OC 2-(3,6-diazabicyclo[3.1.1]heptan-3-yl)-5-methoxy-7-(thiazol-2-yl)benzo[d]oxazole